BrC1=C(OC=C1)C(=O)N(CC)CC 3-bromo-N,N-diethylfuran-2-carboxamide